2-morpholino-3-nitropyridin-4-amine O1CCN(CC1)C1=NC=CC(=C1[N+](=O)[O-])N